4-(2-(5-chloro-1-(tetrahydro-2H-pyran-2-yl)-1H-indazol-6-yl)vinyl)thiazole ClC=1C=C2C=NN(C2=CC1C=CC=1N=CSC1)C1OCCCC1